C(C)(C)(C)OC([C@@H](NC([C@@H](NC(CNC(=O)OC(C)(C)C)=O)CC1=CC=CC=C1)=O)CCCCN)=O (tert-butyloxycarbonyl)glycyl-L-phenylalanyl-L-lysine tert-butyl ester